tert-butyl ((1s,3r)-3-(2-(5,6,7,8-tetrahydro-1,8-naphthyridin-2-yl)ethyl)cyclobutyl)carbamate N1=C(C=CC=2CCCNC12)CCC1CC(C1)NC(OC(C)(C)C)=O